(S)-4-(trifluoromethyl)-6-(2-(4-(5-(trifluoromethyl)pyrimidin-2-yl)piperazine-1-carbonyl)piperidin-1-yl)pyridazin-3(2H)-one FC(C=1C(NN=C(C1)N1[C@@H](CCCC1)C(=O)N1CCN(CC1)C1=NC=C(C=N1)C(F)(F)F)=O)(F)F